C(C1=CC=CC=C1)SC=1C=C2C(=NC(=NC2=C(C1)F)C)C1=NOC(=N1)C 3-(6-(benzylthio)-8-fluoro-2-methylquinazolin-4-yl)-5-methyl-1,2,4-oxadiazole